3-methyl-3-propyl-acrylic acid CC(=CC(=O)O)CCC